3-benzyl-1-(trans-4-((5-cyano-4-(7-methyl-5-oxa-2,6-diazaspiro[3.4]octa-6-en-2-yl)pyrimidin-2-yl)amino)-cyclohexyl)-1-(5-(1-methyl-1H-pyrazol-4-yl)pyridin-2-yl)urea C(C1=CC=CC=C1)NC(N(C1=NC=C(C=C1)C=1C=NN(C1)C)[C@@H]1CC[C@H](CC1)NC1=NC=C(C(=N1)N1CC2(C1)ON=C(C2)C)C#N)=O